BrC1=C(C=C(S1)C=1SC=CC1SCCCCC)SCCCCCC 5'-bromo-3-pentylthio-4'-hexylthio-2,2'-bithiophene